6-chloro-N-[5-[2-(difluoromethoxy)ethoxy]-4-methoxy-pyrimidin-2-yl]-1H-indole-3-sulfonamide ClC1=CC=C2C(=CNC2=C1)S(=O)(=O)NC1=NC=C(C(=N1)OC)OCCOC(F)F